4-(2-(difluoromethoxy)-6-fluorophenyl)-N-(5-((5-((R)-1-hydroxyethyl)pyridin-2-yl)methoxy)-1,3,4-thiadiazol-2-yl)-6-methylnicotinamide FC(OC1=C(C(=CC=C1)F)C1=CC(=NC=C1C(=O)NC=1SC(=NN1)OCC1=NC=C(C=C1)[C@@H](C)O)C)F